C(C)(C)(C)OC(=O)NC[C@@H](C(=O)O)N1C(C=CC1=O)=O (S)-3-((tert-butoxycarbonyl)amino)-2-(2,5-dioxo-2,5-dihydro-1H-pyrrol-1-yl)propionic acid